C1(CCCC1)C1=C(C(=O)O)C=CC(=C1)C1=CC=NC=2N1N=C(C2)C2=CC(=CC=C2)OC 2-Cyclopentyl-4-(2-(3-methoxyphenyl)pyrazolo[1,5-a]pyrimidin-7-yl)benzoic acid